2-Cyclopropyl-11H-imidazo[1',2':1,2]pyrido[3,4-b]indole C1(CC1)C=1N=C2N(C=CC3=C2NC2=CC=CC=C32)C1